(3S,4r,5R)-1-(thien-2-ylmethyl) piperidine-3,4,5-triyltriacetate N1C[C@H]([C@@H]([C@H](C1)CC(=O)[O-])CC(=O)[O-])CC(=O)OCC=1SC=CC1